ClC1=CC(=NC=C1)CNS(=O)C(C)(C)C (+)-N-((4-chloropyridin-2-yl)methyl)-2-methylpropan-2-sulfinamide